(S)-3-(5-(4-((1-(4-((1S,2R)-6-hydroxy-2-methyl-2-phenyl-1,2,3,4-tetrahydronaphthalen-1-yl)phenyl)piperidin-4-yl)methyl)piperazin-1-yl)-1-oxoisoindolin-2-yl)piperidine-2,6-dione OC=1C=C2CC[C@]([C@@H](C2=CC1)C1=CC=C(C=C1)N1CCC(CC1)CN1CCN(CC1)C=1C=C2CN(C(C2=CC1)=O)[C@@H]1C(NC(CC1)=O)=O)(C1=CC=CC=C1)C